4-carboxyl-2-(S)-trifluoromethylbutyrate ammonium salt [NH4+].C(=O)(O)CC[C@@H](C(=O)[O-])C(F)(F)F